CO[C@H]1[C@@H](COC1)N1C(=CC2=C1N=C(N=C2)SC)C(=O)O 7-((3R,4S)-4-methoxytetrahydrofuran-3-yl)-2-(methylthio)-7H-pyrrolo[2,3-d]pyrimidine-6-carboxylic acid